CC1([C@H]2[C@@H]3[C@@H](CC[C@@H]3[C@](CC[C@H]21)(O)C)C)C (1aR,4S,4aS,7R,7aS,7bS)-1,1,4,7-tetramethyl-decahydro-1H-cyclopropa[E]azulen-4-ol